C(CC)OCC(C#N)(C#N)C#N 2-propoxy-1,1,1-ethanetricarbonitrile